C1(=CC=CC2=CC3=CC=CC=C3C=C12)C=1C(=C(C=CC1)B(O)O)C1=CC=CC=C1 anthrylphenylphenylboronic acid